2-((S)-1-(1-(3-isopropyl-1,2,4-oxadiazol-5-yl)piperidin-4-yl)ethoxy)-5-(2-fluoro-6-(methylsulfonyl)pyridin-3-yl)thiazolo[5,4-b]pyridin C(C)(C)C1=NOC(=N1)N1CCC(CC1)[C@H](C)OC=1SC2=NC(=CC=C2N1)C=1C(=NC(=CC1)S(=O)(=O)C)F